N-((S)-(7-((R*)-1-(2-(3,3-Difluorocyclobutyl)acetamido)-2-hydroxy-2-methylpropyl)imidazo[1,2-b]pyridazin-2-yl)(4,4-difluorocyclohexyl)methyl)-4-methyl-1,2,5-oxadiazole-3-carboxamide FC1(CC(C1)CC(=O)N[C@@H](C(C)(C)O)C1=CC=2N(N=C1)C=C(N2)[C@@H](NC(=O)C2=NON=C2C)C2CCC(CC2)(F)F)F |o1:9|